6-(2-(3'-fluoro-[1,1'-biphenyl]-3-yl)acetyl)-2-(1-phenylcyclopropyl)-3,5,6,7,8,9-hexahydro-4H-pyrimido[5,4-c]azepin-4-one FC=1C=C(C=CC1)C1=CC(=CC=C1)CC(=O)N1CC2=C(CCC1)N=C(NC2=O)C2(CC2)C2=CC=CC=C2